FC=1C=C(C(=NC1)CN)C(F)(F)F 1-[5-fluoro-3-(trifluoromethyl)pyridin-2-yl]Methylamine